[3-[5-(2,4-dichlorophenyl)-2-pyridyl]azetidin-1-yl]-[6-[6-(trifluoromethyl)-3-pyridyl]-2-azaspiro[3.3]heptan-2-yl]methanone ClC1=C(C=CC(=C1)Cl)C=1C=CC(=NC1)C1CN(C1)C(=O)N1CC2(C1)CC(C2)C=2C=NC(=CC2)C(F)(F)F